3-bromo-6-chloro-1-(4-methoxybenzyl)-N-(tetrahydro-2H-pyran-4-yl)-1H-pyrazolo[3,4-d]pyrimidin-4-amine BrC1=NN(C2=NC(=NC(=C21)NC2CCOCC2)Cl)CC2=CC=C(C=C2)OC